(Z)-3-(4-chlorophenyl)-2-(4-fluorophenyl)-N-methacryloyl-acrylamide ClC1=CC=C(C=C1)\C=C(/C(=O)NC(C(=C)C)=O)\C1=CC=C(C=C1)F